1,14-dibromotetradecane BrCCCCCCCCCCCCCCBr